FC(C(=O)O)(F)F.N1=C(C=NC2=CC=CC=C12)C(=O)N quinoxaline-2-carboxamide trifluoroacetate